FC=1C=C(C=CC1OC1=CC=NC2=CC(=C(C=C12)NC(CN1CCOCC1)=O)OC)NC(=O)C1=C2C(=CN(C1=O)C1=CC=C(C=C1)F)CCO2 N-(3-fluoro-4-((7-methoxy-6-(2-morpholinoacetamido)quinolin-4-yl)oxy)phenyl)-5-(4-fluorophenyl)-6-oxo-2,3,5,6-tetrahydrofuro[3,2-c]pyridine-7-carboxamide